2-((2-fluoro-4-(trimethylsilyl)phenyl)amino)-7-oxo-4,5,6,7-tetrahydrobenzo[b]thiophene-3-carboxylic acid ethyl ester C(C)OC(=O)C=1C2=C(SC1NC1=C(C=C(C=C1)[Si](C)(C)C)F)C(CCC2)=O